N-[2-(5-Methyl-1H-pyrazol-1-yl)-[1,3]thiazolo[5,4-c]pyridin-6-yl]-5-(oxolan-3-yl)-6-[(pyrrolidin-1-yl)methyl]pyridin-2-amine CC1=CC=NN1C=1SC=2C=NC(=CC2N1)NC1=NC(=C(C=C1)C1COCC1)CN1CCCC1